ClC=1C(N(C=CC1Cl)C1=CC=C(C=C1)N1C=NC(=C1C(F)(F)F)C(=O)NCC)=O 1-(4-(3,4-dichloro-2-oxopyridin-1(2H)-yl)phenyl)-N-ethyl-5-(trifluoromethyl)-1H-imidazole-4-carboxamide